N1N=CN=C1[C@@H]1CN(CC1)C(=O)N1CC2(C1)CC(C2)OC=2C=NC(=CC2)C(F)(F)F [(3S)-3-(1H-1,2,4-Triazol-5-yl)pyrrolidin-1-yl]-[6-[[6-(trifluoromethyl)-3-pyridyl]oxy]-2-azaspiro[3.3]heptan-2-yl]methanone